9-((S)-3-(benzyloxy)pyrrolidin-1-yl)-6-isopropyl-10-(methoxycarbonyl)-2-oxo-6,7-dihydro-2H-pyrido[2,1-a]isoquinoline-3-carboxylic acid C(C1=CC=CC=C1)O[C@@H]1CN(CC1)C=1C=C2CC(N3C(C2=CC1C(=O)OC)=CC(C(=C3)C(=O)O)=O)C(C)C